C(=O)OC(CC)C 1,2-dimethyl-1-ethyl formate